4-(4-(4,4,5,5-tetramethyl-1,3,2-dioxaborolan-2-yl)-1H-pyrazol-1-yl)piperidine hydrochloride Cl.CC1(OB(OC1(C)C)C=1C=NN(C1)C1CCNCC1)C